Tert-butyl 3-(4-(3-(methoxycarbonyl)-7-methyl-6,7-dihydro-5H-benzo[7]annulen-9-yl)benzyl)pyrrolidine-1-carboxylate COC(=O)C1=CC2=C(C(=CC(CC2)C)C2=CC=C(CC3CN(CC3)C(=O)OC(C)(C)C)C=C2)C=C1